C(CCCCCCC)P(O)(O)=O octyl-phosphonic acid